CC(C)OCCC(=O)[O-] 3-(propan-2-yloxy)propanoate